4-(propan-1-yn-1-yl)-1H-indazole-7-acetic acid C(#CC)C1=C2C=NNC2=C(C=C1)CC(=O)O